((3S,5r)-5-((S)-1-(4-fluorophenyl)-1,2,3,4-tetrahydroisoquinoline-2-carbonyl)tetrahydrofuran-3-yl)carbamic acid tert-butyl ester C(C)(C)(C)OC(N[C@@H]1CO[C@H](C1)C(=O)N1[C@H](C2=CC=CC=C2CC1)C1=CC=C(C=C1)F)=O